(S)-1-methoxy-1-oxopent-4-yn-2-aminium chloride [Cl-].COC([C@H](CC#C)[NH3+])=O